N=1NC=C2C1NC1=CC=CC=C21 2H,8H-pyrazolo[3,4-b]indole